1-Piperazin-1-ylethanone N1(CCNCC1)C(C)=O